(S)-ethyl 8-(2-amino-6-((R)-1-(3'-chloro-4'-isopropoxy-3-(3-methyl-1H-pyrazol-1-yl)-[1,1'-biphenyl]-4-yl)-2,2,2-trifluoroethoxy) pyrimidin-4-yl)-2,8-diazaspiro[4.5]decane-3-carboxylate NC1=NC(=CC(=N1)N1CCC2(C[C@H](NC2)C(=O)OCC)CC1)O[C@@H](C(F)(F)F)C1=C(C=C(C=C1)C1=CC(=C(C=C1)OC(C)C)Cl)N1N=C(C=C1)C